CC1=CC2=CC=C1O2 6-methyl-1,4-phenylene ether